CN(C1=CC=C(O1)C(=O)NCC=1C(NC(=C2CCCCC12)C)=O)C 5-(dimethylamino)-N-((1-methyl-3-oxo-2,3,5,6,7,8-hexahydroisoquinolin-4-yl)methyl)furan-2-carboxamide